ClC1=C(C=CC=C1)N1C(N=C(C2=CC=C(C=C12)C1CC1)N[C@@H]1[C@@H](C1)F)=O 1-(2-chlorophenyl)-7-cyclopropyl-4-(((1S,2R)-2-fluorocyclopropyl)amino)-quinazolin-2(1H)-one